Cl.N1CC(C1)S(=O)(=O)C1=CC=C(C=C1)O 4-(azetidin-3-ylsulfonyl)phenol HCl salt